C1(CC1)C=1C=C(C(=O)N[C@@H](C)C2=NC(=NN2C=2N=CC(=NC2)C(=O)OC)C)C=C(C1)OC(F)(F)F methyl 5-(5-{(1S)-1-[3-cyclopropyl-5-(trifluoromethoxy)benzamido]ethyl}-3-methyl-1H-1,2,4-triazol-1-yl)pyrazine-2-carboxylate